2-{3-[2-(1-{[3,5-bis(difluoromethyl)-1H-pyrazol-1-yl]acetyl}piperidin-4-yl)-1,3-thiazol-4-yl]-4,5-dihydro-1,2-oxazol-5-yl}phenyl methanesulfonate CS(=O)(=O)OC1=C(C=CC=C1)C1CC(=NO1)C=1N=C(SC1)C1CCN(CC1)C(CN1N=C(C=C1C(F)F)C(F)F)=O